C1N(CC12CCCC2)C2=CC=C(C=C2)NC=2C=C1CN(C(C1=CC2)=O)C 5-((4-(2-Azaspiro[3.4]oct-2-yl)phenyl)amino)-2-methylisoindolin-1-one